6,6,9-trimethyl-3-pentyl-2-(pyridin-2-yl)-6H-benzo[c]chromen-1-ol CC1(OC=2C=C(C(=C(C2C2=C1C=CC(=C2)C)O)C2=NC=CC=C2)CCCCC)C